(3r)-3-[3-[6-(2-chloropyrimidin-4-yl)-2-pyridyl]isoxazol-5-yl]-3-hydroxy-1-methyl-pyrrolidin-2-one ClC1=NC=CC(=N1)C1=CC=CC(=N1)C1=NOC(=C1)[C@]1(C(N(CC1)C)=O)O